(1R,5R,6R)-3-(8-fluoro-7-(6-fluoro-3-hydroxynaphthalen-1-yl)-2-(((2R,7aS)-2-fluorohexahydro-1H-pyrrolizin-7a-yl)methoxy)pyrido[4,3-d]pyrimidin-4-yl)-3-azabicyclo[3.2.1]octan-6-ol FC1=C(N=CC2=C1N=C(N=C2N2C[C@H]1C[C@H]([C@@H](C2)C1)O)OC[C@]12CCCN2C[C@@H](C1)F)C1=CC(=CC2=CC(=CC=C12)F)O